C(C1=CC=CC=C1)OCCCCC(CC(=O)OCC)=O ethyl 7-benzyloxy-3-oxo-heptanoate